oxygen hydrogen cyanide C#N.[O]